C(CCCCCCCCCCCCC)(=O)C(OP(OC[C@@H](CO)OC(CCCCCCCCCCCCCCC)=O)(=O)O)C[N+](C)(C)C myristoyl-2-palmitoyl-sn-glycero-3-phosphorylcholine